2,6-Dihydroxytoluene OC1=C(C)C(=CC=C1)O